(S)-2-((2-((2,2'-dichloro-3'-(5-(((2-hydroxyethyl)amino)methyl)picolinamido)-[1,1'-biphenyl]-3-yl)carbamoyl)-4,5,6,7-tetrahydropyrazolo[1,5-a]pyridin-4-yl)amino)acetic acid ClC1=C(C=CC=C1NC(=O)C1=NN2C([C@H](CCC2)NCC(=O)O)=C1)C1=C(C(=CC=C1)NC(C1=NC=C(C=C1)CNCCO)=O)Cl